NN1C(CCC1)C(=O)NCCC(C1=CC=CC=C1)C(NC=1C=NC2=CC=CC=C2C1)=O amino-N-[(1R)-3-phenyl-(3-quinolylcarbamoyl)propyl]-2-pyrrolidinecarboxamide